N-[3-[3-nitro-4-(1-oxo-3,4-dihydro-2H-isoquinolin-6-yl)pyrazol-1-yl]phenyl]prop-2-enamide [N+](=O)([O-])C1=NN(C=C1C=1C=C2CCNC(C2=CC1)=O)C=1C=C(C=CC1)NC(C=C)=O